calcium aluminum [Al].[Ca]